COC1=NC=C(C=C1)C(F)(F)F 2-methoxy-5-(trifluoromethyl)pyridin